(6S)-2-(4-fluorophenyl)-6-methyl-3-(3-methyl-1H-pyrrolo[2,3-b]pyridin-4-yl)-4,5,6,7-tetrahydropyrazolo[1,5-a]pyrazine hydrochloride Cl.FC1=CC=C(C=C1)C1=NN2C(CN[C@H](C2)C)=C1C1=C2C(=NC=C1)NC=C2C